C1(CC1)C1=CN=C(N=N1)N[C@@H]1C[C@H](CC1)NC1=CC=C(C=N1)N1C(N(C2=C1C=CC(=C2)C(=O)O)C)=O 1-(6-(((1S,3S)-3-((6-Cyclopropyl-1,2,4-triazin-3-yl)amino)cyclopentyl)amino)pyridin-3-yl)-3-methyl-2-oxo-2,3-dihydro-1H-benzo[d]imidazole-5-carboxylic acid